dioctyltin monodecanoate C(CCCCCCCCC)(=O)[O-].C(CCCCCCC)[Sn+]CCCCCCCC